C(C)(C)(C)N1N=C(C=C1NC(OCC1=CC=CC=C1)=O)C1C[C@H]([C@H](C1)O)O rac-benzyl (1-(tert-butyl)-3-((1r,3R,4S)-3,4-dihydroxycyclopentyl)-1H-pyrazol-5-yl)carbamate